C(CCCCCCCCCCCCCCCCCCCCCCCCCCCCCCC(=O)N)CCCCCCCCCCCCCCCCCCCCCCCCCCCCCC(=O)N ethylenebismelissic acid amide